2-(4,6-dimethylpyrazolo[1,5-a]pyrazin-2-yl)-7-{4-[(2-hydroxyethyl)(methyl)amino]piperidin-1-yl}-9-methyl-4H-pyrido[1,2-a]pyrimidin-4-one CC=1C=2N(C=C(N1)C)N=C(C2)C=2N=C1N(C(C2)=O)C=C(C=C1C)N1CCC(CC1)N(C)CCO